3-nitrobenzenesulfonic acid (R)-oxetan-2-ylmethyl ester O1[C@H](CC1)COS(=O)(=O)C1=CC(=CC=C1)[N+](=O)[O-]